C1=CC=C(C=2C3=CC=CC=C3CC12)C(=O)O 4-fluorenecarboxylic acid